[3-[(2-chloro-4-fluoro-phenoxy)methyl]azetidin-1-yl]-[4-(5-chlorooxazolo[4,5-b]pyridin-2-yl)piperazin-1-yl]methanone ClC1=C(OCC2CN(C2)C(=O)N2CCN(CC2)C=2OC=3C(=NC(=CC3)Cl)N2)C=CC(=C1)F